C[C@H]1CC[C@@H](N(C1)C(=O)OC(C)(C)C)C1=NNC=C1 tert-butyl (2R,5S)-5-methyl-2-(1H-pyrazol-3-yl)piperidine-1-carboxylate